ClC1=CC=C2C(=N1)N=C(O2)N2CCN(CC2)C(=O)C2=CC=C(C=C2)C2=NN(N=C2)CC(C)(C)C (4-(5-chlorooxazolo[4,5-b]pyridin-2-yl)piperazin-1-yl)(4-(2-neopentyl-2H-1,2,3-triazol-4-yl)phenyl)methanone